C5-fluoro-3-(1-((3-(1-(2-hydroxyethyl)-1H-1,2,3-triazol-4-yl)imidazo[1,2-b]pyridazin-6-yl)amino)ethyl)pyridin-2-one FC=1C=C(C(NC1)=O)C(C)NC=1C=CC=2N(N1)C(=CN2)C=2N=NN(C2)CCO